N,N'-bis[4-(dibenzofuran-4-yl)phenyl]-N,N'-diphenyl-pyrene-1,6-diamine C1=CC=C(C=2OC3=C(C21)C=CC=C3)C3=CC=C(C=C3)N(C3=CC=C2C=CC=1C(=CC=C4C=CC3=C2C14)N(C1=CC=CC=C1)C1=CC=C(C=C1)C1=CC=CC4=C1OC1=C4C=CC=C1)C1=CC=CC=C1